(3-(Cyclobutylmethyl)-6,7-dihydro-5H-cyclopenta[c]pyridazin-4-yl)carbamate C1(CCC1)CC1=C(C2=C(N=N1)CCC2)NC([O-])=O